ethyl 5-bromo-7-fluoro-3,4-dihydroisoquinoline-2(1H)-carboxylate BrC1=C2CCN(CC2=CC(=C1)F)C(=O)OCC